2,2,3-trimethylcyclopent-3-en CC1(CCC=C1C)C